ortho-toluenesulfonate CC=1C(=CC=CC1)S(=O)(=O)[O-]